2-chloro-6-[(propan-2-yl)oxy]benzene-1-sulfonamide ClC1=C(C(=CC=C1)OC(C)C)S(=O)(=O)N